N-({1-[(4-hydroxy-3,3-dimethylpiperidin-1-yl)methyl]Cyclobutyl}methyl)-4H,5H,6H,7H,8H,9H-cycloocta[b]Thiophene-2-carboxamide OC1C(CN(CC1)CC1(CCC1)CNC(=O)C1=CC2=C(S1)CCCCCC2)(C)C